(S)-tert-Butyl 4-(5-((6-(3,5-dichlorophenyl)-4-((4-(2-methoxy-2-oxoethyl)piperidin-1-yl)methyl)pyridin-2-yl)oxy)pyrimidin-2-yl)-2-methylpiperazine-1-carboxylate ClC=1C=C(C=C(C1)Cl)C1=CC(=CC(=N1)OC=1C=NC(=NC1)N1C[C@@H](N(CC1)C(=O)OC(C)(C)C)C)CN1CCC(CC1)CC(=O)OC